(R)-4-(3-(3-Aminoazepan-1-carbonyl)-1-(2-fluoro-4-(pyrrolidin-1-yl)phenyl)-1H-pyrazol-5-yl)-2-fluorobenzonitril N[C@H]1CN(CCCC1)C(=O)C1=NN(C(=C1)C1=CC(=C(C#N)C=C1)F)C1=C(C=C(C=C1)N1CCCC1)F